OCC1CN(CCN1C(=O)C1=CC(=CC=C1)OC[C@H]1N(CCC1)C=1C=NNC(C1C(F)(F)F)=O)C1=CC=C(C=N1)C#N 6-[3-(hydroxymethyl)-4-[(3-[[(2S)-1-[6-oxo-5-(trifluoromethyl)-1,6-dihydropyridazin-4-yl]pyrrolidin-2-yl]methoxy]phenyl)carbonyl]piperazin-1-yl]pyridine-3-carbonitrile